azolecarboxamide N1C(=CC=C1)C(=O)N